ethyl 3-(3-(4-chloro-3-oxobutan-2-yl)-2,5-difluorophenyl)propanoate ClCC(C(C)C=1C(=C(C=C(C1)F)CCC(=O)OCC)F)=O